methyl 4-[2-(2,2-dimethylpropyl)triazol-4-yl]benzoate CC(CN1N=CC(=N1)C1=CC=C(C(=O)OC)C=C1)(C)C